p-nitrodiazobenzene tetrafluoroborate F[B-](F)(F)F.[N+](=O)([O-])C1=CCC(C=C1)=[N+]=[N-]